COC=1C=C(C=CC1OC)CC1=NC(=NC=2CCCCC12)N [(3,4-dimethoxyphenyl)methyl]-5,6,7,8-tetrahydroquinazolin-2-amine